N-(1-(5-bromothiophen-2-yl)ethyl)-2-methylpropane-2-sulfinamide BrC1=CC=C(S1)C(C)NS(=O)C(C)(C)C